tert-butyl 4-((1-allyl-6-chloro-8-nitro-2,2-dioxido-1,4-dihydro-3H-benzo[c][1,2,6]thiadiazin-3-yl)methyl)piperidine-1-carboxylate C(C=C)N1S(N(CC2=C1C(=CC(=C2)Cl)[N+](=O)[O-])CC2CCN(CC2)C(=O)OC(C)(C)C)(=O)=O